N-[(5-cyano-6-{[4-fluoro-1-(oxetan-3-yl)piperidin-4-yl]methoxy}pyridin-3-yl)sulfonyl]-2-(1H-pyrrolo[2,3-b]pyridin-5-yloxy)benzamide C(#N)C=1C=C(C=NC1OCC1(CCN(CC1)C1COC1)F)S(=O)(=O)NC(C1=C(C=CC=C1)OC=1C=C2C(=NC1)NC=C2)=O